Methyl-2-methylsulfonyl-7-[(3R,4R)-4-methyltetrahydrofuran-3-yl]pyrrolo[2,3-d]pyrimidine-6-carbonitrile CC=1C2=C(N=C(N1)S(=O)(=O)C)N(C(=C2)C#N)[C@H]2COC[C@@H]2C